tert-Butyl 4-(3-(2,4-dioxotetrahydropyrimidin-1(2H)-yl)-1-methyl-1H-indazol-6-yl)-5,6-dihydropyridine-1(2H)-carboxylate O=C1N(CCC(N1)=O)C1=NN(C2=CC(=CC=C12)C1=CCN(CC1)C(=O)OC(C)(C)C)C